tert-butyl 3a-(hydroxymethyl)octahydro-1H-indole-1-carboxylate OCC12CCN(C2CCCC1)C(=O)OC(C)(C)C